O=C1N(C(C=C1)=O)CCCCCC(=O)OC1=C(C(=C(C(=C1F)F)F)F)F Perfluorophenyl 6-(2,5-dioxo-2,5-dihydro-1H-pyrrol-1-yl)hexanoate